N-(4-(4-amino-7-cyano-3-(4-((4-(difluoromethyl)pyrimidin-2-yl)oxy)phenyl)-1-methyl-1H-pyrrolo[3,2-c]pyridin-2-yl)-3-methylphenyl)methacrylamide NC1=NC=C(C2=C1C(=C(N2C)C2=C(C=C(C=C2)NC(C(=C)C)=O)C)C2=CC=C(C=C2)OC2=NC=CC(=N2)C(F)F)C#N